6-(2,4-Dimethoxypyrimidin-5-yl)-8-((1S,2R)-2-isopropylcyclopropyl)imidazo[1,2-b]pyridazine COC1=NC=C(C(=N1)OC)C=1C=C(C=2N(N1)C=CN2)[C@@H]2[C@H](C2)C(C)C